(2-(difluoromethoxy)pyridin-4-yl)(2H2)methanamine FC(OC1=NC=CC(=C1)C(N)([2H])[2H])F